N(=[N+]=[N-])C=1C2=CN(C=C2C(=CC1Br)C)C(CC1CN(C1)C1=CC(=NC=C1)C(F)(F)F)=O 1-(4-azido-5-bromo-7-methylisoindol-2-yl)-2-(1-(2-(trifluoromethyl)pyridin-4-yl)azetidin-3-yl)ethan-1-one